ClC1(CC=C(C=C1)Cl)O 1,4-dichlorophenol